(4-((1-(tert-butyl)-1H-benzo[d]imidazol-6-yl)oxy)-3,5-dichlorophenyl)-5-oxo-4,5-dihydro-1,2,4-oxadiazole-3-carboxamide C(C)(C)(C)N1C=NC2=C1C=C(C=C2)OC2=C(C=C(C=C2Cl)N2C(=NOC2=O)C(=O)N)Cl